4-[3-([4-chloro-8-methoxy-1H,2H,3H-cyclopenta[c]quinolin-7-yl]oxy)propyl]morpholine ClC1=NC=2C=C(C(=CC2C2=C1CCC2)OC)OCCCN2CCOCC2